1-tert-Butoxycarbonyl-5-methoxy-indol-2-yl-boronic acid C(C)(C)(C)OC(=O)N1C(=CC2=CC(=CC=C12)OC)B(O)O